[(17β)-17-ethynyl-17-hydroxy-3-methoxyestra-1,3,5(10)-trien-2-yl](4-{[(2S)-1-(quinolin-2-ylcarbonyl)pyrrolidin-2-yl]carbonyl}piperazin-1-yl)methanone C(#C)[C@@]1([C@]2(C)[C@@H](CC1)[C@@H]1CCC=3C=C(C(=CC3[C@H]1CC2)C(=O)N2CCN(CC2)C(=O)[C@H]2N(CCC2)C(=O)C2=NC1=CC=CC=C1C=C2)OC)O